(Z)-9-Tetradecenylacetat C(CCCCCCC\C=C/CCCC)CC(=O)[O-]